FC1=C(OCC#N)C=C(C(=C1)[N+](=O)[O-])F 2-(2,5-difluoro-4-nitro-phenoxy)acetonitrile